F.CC1=C(N)C=CC=C1 o-methylaniline hydrogen fluoride salt